N-(4-((5-(6-(1H-pyrazol-1-yl)pyridin-3-yl)-1H-pyrazol-3-yl)amino)-3-methylphenyl)acetamide N1(N=CC=C1)C1=CC=C(C=N1)C1=CC(=NN1)NC1=C(C=C(C=C1)NC(C)=O)C